[5-(4-AMINOCINNOLIN-7-YL)-2-(CYCLOPROPOXY)-4-PYRAZOL-1-YL-PHENYL]BORONIC ACID FORMIC ACID SALT C(=O)O.NC1=CN=NC2=CC(=CC=C12)C=1C(=CC(=C(C1)B(O)O)OC1CC1)N1N=CC=C1